tert-butyl (2S,4R)-4-(4-(5-cyano-2-methoxyphenyl)oxazole-2-carboxamido)-2-(methoxymethyl)pyrrolidine-1-carboxylate C(#N)C=1C=CC(=C(C1)C=1N=C(OC1)C(=O)N[C@@H]1C[C@H](N(C1)C(=O)OC(C)(C)C)COC)OC